2-(4-methylpiperazin-1-yl)ethyl 3',4'-difluoro-3-(6-(hydroxymethyl)-1-oxoisoindolin-2-yl)biphenyl-4-carboxylate FC=1C=C(C=CC1F)C1=CC(=C(C=C1)C(=O)OCCN1CCN(CC1)C)N1C(C2=CC(=CC=C2C1)CO)=O